N1(CCC1)CC=1C(=NN(C1C)C1=NC(=NC=C1)NC=1C(=CC(=C(C1)NC(C=C)=O)N1CCOCC1)OC)C N-(5-(4-(4-(azetidin-1-ylmethyl)-3,5-dimethyl-1H-pyrazol-1-yl)pyrimidin-2-ylamino)-4-methoxy-2-morpholinophenyl)acrylamide